C1(CC1)C=1C=2N(C=CC1)N=C(C2)[C@H]2N(CCC1=C2N=CN1)C1=NC=C(C=N1)C(F)(F)F (S)-4-(4-cyclopropylpyrazolo[1,5-a]pyridin-2-yl)-5-(5-(trifluoromethyl)pyrimidin-2-yl)-4,5,6,7-tetrahydro-1H-imidazo[4,5-c]pyridine